6-isopropoxy-N-[2-oxo-1-[rac-(1s,2r)-2-fluorocyclopropyl]-3-pyridyl]-2-(4-piperidinyl)indazole-5-carboxamide C(C)(C)OC=1C(=CC2=CN(N=C2C1)C1CCNCC1)C(=O)NC=1C(N(C=CC1)[C@@H]1[C@@H](C1)F)=O |r|